(1r,3r)-2,2-dimethyl-3-(2-methylprop-1-enyl)cyclopropane-1-carboxylic acid CC1([C@@H]([C@H]1C=C(C)C)C(=O)O)C